C(C)(C)(C)[Si](OC[C@H]1NC([C@@H](N(C2=C(C1)C=CC(=C2)O)C)C(C)C)=O)(C2=CC=CC=C2)C2=CC=CC=C2 (2S,5S)-5-{[(tert-butyl)bis(phenyl)siloxy]methyl}-9-hydroxy-2-isopropyl-1-methyl-1,2,5,6-tetrahydro-1,4-benzodiazocin-3(4H)-one